ClC1=C(C=CC=C1)S(=O)(=O)NC=1N=NC(=CC1)C=1C=C2C=NC(=NC2=C(C1)CC)NC1CCC(CC1)N(C)C 2-chloro-N-(6-(2-(((1r,4r)-4-(dimethylamino)cyclohexyl)amino)-8-ethylquinazolin-6-yl)pyridazin-3-yl)benzene-sulfonamide